C(C)(C)(C)OC(=O)N1/C(/C(C(C(C1)O[Si](C)(C)C(C)(C)C)(C)C)=O)=C/N(C)C.FC=1C=NC=CC1C=CC=1OC=CN1 2-(2-(3-fluoropyridin-4-yl)vinyl)oxazole tert-butyl-(E)-5-((tert-butyldimethylsilyl)oxy)-2-((dimethylamino)methylene)-4,4-dimethyl-3-oxopiperidine-1-carboxylate